1-(2-(4-((2-(Azepan-1-yl)-5-oxo-5,6-dihydropyrimido[4,5-d]pyridazin-4-yl)amino)phenoxy)ethyl)piperidin N1(CCCCCC1)C=1N=C(C2=C(C=NNC2=O)N1)NC1=CC=C(OCCN2CCCCC2)C=C1